tert-butyl 4-(3-{[(2R,3S,4S)-1-(tert-butoxycarbonyl)-4-[(tert-butoxycarbonyl)oxy]-2-[(4-methoxyphenyl)methyl]pyrrolidin-3-yl]oxy}-3-oxopropyl)piperazine-1-carboxylate C(C)(C)(C)OC(=O)N1[C@@H]([C@@H]([C@H](C1)OC(=O)OC(C)(C)C)OC(CCN1CCN(CC1)C(=O)OC(C)(C)C)=O)CC1=CC=C(C=C1)OC